Cl.C[C@H]1N(CCC1)CCO 2-((2R)-2-methylpyrrolidin-1-yl)ethan-1-ol hydrochloride